1,3,5-tris[(2,2-dimethylpropionylamino)]benzene CC(C(=O)NC1=CC(=CC(=C1)NC(C(C)(C)C)=O)NC(C(C)(C)C)=O)(C)C